Cl.FC=1N=CC(=NC1C(F)(F)F)N1CC2(CC1)CCNCC2 2-(5-fluoro-6-(trifluoromethyl)pyrazin-2-yl)-2,8-diazaspiro[4.5]decane hydrochloride